3-(1-Isopropyl-4-methoxy-4-methyl-pentyl)sulfanyl-1-(2,6,6-trimethylcyclohex-3-en-1-yl)butan-1-one C(C)(C)C(CCC(C)(C)OC)SC(CC(=O)C1C(C=CCC1(C)C)C)C